S(=O)(=O)(OC\C=C(/C)\CC\C=C(/CC\C=C(/C)\CCC=C(C)C)\C)C1=CC=C(C)C=C1 E,Z,E-Geranylgeranyl tosylate